C(C)(C)(C)OC(=O)N(C(=O)OC(C)(C)C)C1=NC(=CN=C1)CC=C (bis(t-butoxycarbonyl)amino)-6-allylpyrazine